C(=C)[Si](O[Si](C=C)(O[Si](C)(C)C)O[Si](C)(C)C)(O[Si](C)(C)C)O[Si](C)(C)C 1,3-divinyl-tetra(trimethylsiloxy)disiloxane